CC1=C(C=CC(=C1)C)C1(CC2C(N(OC2(C)C)C)C(C1)C)C 5-(2,4-Dimethylphenyl)-1,3,3,5,7-pentamethyloctahydrobenzo[c]isoxazol